NC1=NC2=CC=C(C=C2C=C1Br)C(=O)N(N(C1=NC=CC=N1)C)CC1=NC=C(C=C1)C(F)(F)F 2-amino-3-bromo-N'-methyl-N'-(pyrimidin-2-yl)-N-((5-(trifluoromethyl)pyridin-2-yl)methyl)quinoline-6-carbohydrazide